[(3S*,4R*)-1-Ethyl-4-(4-methoxyphenyl)-2-oxopyrrolidin-3-yl]carbamic Acid Tert-Butyl Ester C(C)(C)(C)OC(N[C@@H]1C(N(C[C@H]1C1=CC=C(C=C1)OC)CC)=O)=O |o1:7,11|